S1C(=NC2=C1C=CC=C2)C2=CC=C(C=C2)NC2=CC=C(C=C2)C=2OC1=C(N2)C=CC=C1 (4-benzothiazol-2-yl-phenyl)-(4-benzoxazol-2-yl-phenyl)amine